(2S,11aR)-6-methoxy-8-methyl-2-((2-oxo-1,2,3,4-tetrahydro-1,6-naphthyridin-7-yl)oxy)-7-Propyl-2,3,11,11a-tetrahydro-1H,5H-benzo[f]pyrrolo[2,1-c][1,4]oxazepin-5-one COC1=C(C(=CC2=C1C(N1[C@@H](CO2)C[C@@H](C1)OC1=NC=C2CCC(NC2=C1)=O)=O)C)CCC